(6S)-6-[2-Chloro-3-(3-phenoxy-anilino)phenyl]-2-imino-6-methyl-3-(tetrahydropyran-4-yl)hexahydropyrimidin-4-one ClC1=C(C=CC=C1NC1=CC(=CC=C1)OC1=CC=CC=C1)[C@@]1(CC(N(C(N1)=N)C1CCOCC1)=O)C